N1=C(C=NC2=CC=CC=C12)C1=CC=C(N)C=C1 4-(quinoxalin-2-yl)aniline